S1C=C(C=C1)C=1N=C(SC1)N 4-(thiophen-3-yl)thiazol-2-amine